C1(CCC1)N[C@H]1CN(CC1)C=1N=NC(=CC1)C1=C(C=C(C=C1)C1=NC=NC(=C1)OC)OCOC (3R)-N-cyclobutyl-1-{6-[2-(methoxymethoxy)-4-(6-methoxypyrimidin-4-yl)phenyl]pyridazin-3-yl}pyrrolidin-3-amine